CCSSCC 2-ethyldisulfide